Cl.COC1(CCNCC1)C#CC 4-methoxy-4-(prop-1-yn-1-yl)piperidine hydrochloride